FC1=C(C=C2CNCC2=C1)NC1=NC=C(C(=N1)C1=CC2=C(C(N(CCS2(=O)=O)C)=O)S1)C(F)(F)F 7-(2-((6-fluoroisoindolin-5-yl)amino)-5-(trifluoromethyl)pyrimidin-4-yl)-4-methyl-3,4-dihydrothieno[2,3-f][1,4]thiazepin-5(2H)-one 1,1-dioxide